4-bromo-6-chloro-5-(1-fluorocyclopropyl)-1-(tetrahydro-2H-pyran-2-yl)-1H-indazole BrC1=C2C=NN(C2=CC(=C1C1(CC1)F)Cl)C1OCCCC1